(2R)-1-[(4aR,8aS)-decahydroquinolin-1-yl]-2-{cyclopropyl[(2,4-dimethoxyphenyl)methyl]amino}-4-(methylamino)butan-1-one N1(CCC[C@H]2CCCC[C@H]12)C([C@@H](CCNC)N(CC1=C(C=C(C=C1)OC)OC)C1CC1)=O